C1(=CC=CC=C1)CCC1=NOC(C1)C(=O)OCC ethyl 3-(2-phenylethyl)-4,5-dihydro-1,2-oxazole-5-carboxylate